5-Dodecen-1-ol C(CCCC=CCCCCCC)O